ethylpentyl-(amyl)acetone 1,1'-biphenyl-4,4'-diylbis(4-hydroxybenzoate) C1(=CC=C(C=C1)C1(C(=O)O)CC=C(C=C1)O)C1=CC=C(C=C1)C1(C(=O)O)CC=C(C=C1)O.C(C)C(C(C)=O)(CCCCC)CCCCC